4-(2-(tert-butoxy)-2-oxoethyl)pyrrolidine-2-carboxylic acid C(C)(C)(C)OC(CC1CC(NC1)C(=O)O)=O